tert-butyl 4-[6-(1-isopropylpyrazol-4-yl)pyrazolo[1,5-a]pyridin-3-yl]piperazine-1-carboxylate C(C)(C)N1N=CC(=C1)C=1C=CC=2N(C1)N=CC2N2CCN(CC2)C(=O)OC(C)(C)C